1-(5-(aminomethyl)thiophen-2-yl)-2-((6-methoxy-2-methylquinazolin-4-yl)thio)ethanone hydrochloride Cl.NCC1=CC=C(S1)C(CSC1=NC(=NC2=CC=C(C=C12)OC)C)=O